N1=C(N=CC=C1)O[C@H]1CC[C@H](CC1)O (cis)-4-pyrimidin-2-yloxycyclohexanol